CC1=CC=C(C=C1)S(=O)(=O)O.N1CC(C1)C=1C=CC(=C(C#N)C1)OC(F)(F)F 5-(azetidin-3-yl)-2-(trifluoromethoxy)benzonitrile 4-methylbenzenesulfonate